6-(5-bromo-1H-pyrazol-1-yl)-5-chloropyridin-3-amine BrC1=CC=NN1C1=C(C=C(C=N1)N)Cl